N-methyl[5-chloro-3-(cyclopropylmethyl)-2H-1,2,4,6-tetraazainden-7-yl]amine CNC1=NC(=NC2=C(NN=C12)CC1CC1)Cl